3-((4-acetyl-1-oxo-6-(3-(trifluoromethyl)-1H-pyrazol-4-yl)isoquinolin-2(1H)-yl)methyl)-N-methylbenzamide C(C)(=O)C1=CN(C(C2=CC=C(C=C12)C=1C(=NNC1)C(F)(F)F)=O)CC=1C=C(C(=O)NC)C=CC1